1,3-bis[6-(1-methylpropoxy)hexyl]imidazolium tert-butyl-(E)-2-((dimethylamino)methylene)-4,4-dimethyl-3-oxopyrrolidine-1-carboxylate C(C)(C)(C)OC(=O)N1/C(/C(C(C1)(C)C)=O)=C/N(C)C.CC(CC)OCCCCCCN1C=[N+](C=C1)CCCCCCOC(CC)C